NC1=NC(=C(C(=N1)CCC(=O)O)CC1=C(C=CC(=C1)C(C)(C)C#N)OC)Cl 3-(2-amino-6-chloro-5-(5-(2-cyanoprop-2-yl)-2-methoxybenzyl)pyrimidin-4-yl)propionic acid